COCC1=CC=C(C=C1)CC(=O)O 2-(4-(methoxymethyl)phenyl)acetic acid